ClC1=C(C=CC=C1)[C@@H](C(=O)OC)N1CC2=C(CC1)SC(=C2)OC(\C=C\C)=O Methyl (S,E)-2-(2-chlorophenyl)-2-(2-(2-butenoyloxy)-6,7-dihydrothieno[3,2-c]pyridin-5(4H)-yl)-acetate